CC1=C(C=C(N)C=C1)C=1N=NN(C1)C 4-methyl-3-(1-methyl-1H-1,2,3-triazol-4-yl)aniline